COC1=C(C(=O)O)C(=CC(=C1)C1=CN=C2N1C=CC(=C2)C=2C=NN(C2)C)C 2-methoxy-6-methyl-4-[7-(1-methylpyrazol-4-yl)imidazo[1,2-a]Pyridin-3-yl]Benzoic acid